NC(CO)(C)C1=CC(=CC=C1)OC(F)(F)F 2-amino-2-(3-(trifluoromethoxy)-phenyl)propan-1-ol